NCCOCCOCCOCCOC=1C=C(NC2=C(C=3N(C(=N2)N[C@@H]2[C@@H](CCCC2)NC(OC(C)(C)C)=O)C=CN3)C(N)=O)C=C(C1)OC tert-butyl N-[(1R,2S)-2-[[7-[3-[2-[2-[2-(2-aminoethoxy)ethoxy]ethoxy]ethoxy]-5-methoxy-anilino]-8-carbamoyl-imidazo[1,2-c]pyrimidin-5-yl]amino]cyclohexyl]carbamate